N-Methyl-2,5-bis-trimethylstannylpyrrole CN1C(=CC=C1[Sn](C)(C)C)[Sn](C)(C)C